2-chloro-8-ethyl-N-(4-nitrophenylethyl)quinolin-4-amine ClC1=NC2=C(C=CC=C2C(=C1)NCCC1=CC=C(C=C1)[N+](=O)[O-])CC